C(C)(C)(C)OC(=O)N1[C@@H](C[C@@H](C1)CC(=O)OC)CO (2s,4r)-2-(hydroxymethyl)-4-(2-methoxy-2-oxoethyl)pyrrolidine-1-carboxylic acid tert-butyl ester